C(C1=CC=CC=C1)NC(C(C)=O)=O N-benzyl-2-oxo-propanamide